3-(2-methoxyphenyl)-4-methyl-1H-pyrazol-5-amine COC1=C(C=CC=C1)C1=NNC(=C1C)N